C1(CCCC1)N1C(=NC2=C1SC(=C2C)C2=NC(=NC=C2F)NC2=NC=C(C=C2)N2CCN(CC2)CC)C 4-(3-Cyclopentyl-2,6-dimethyl-3H-thieno[2,3-d]imidazol-5-yl)-N-(5-(4-ethyl-piperazin-1-yl)pyridin-2-yl)-5-fluoropyrimidin-2-amine